methyl trans-4-[(4-cyano-2-nitro-anilino)methyl]cyclohexanecarboxylate C(#N)C1=CC(=C(NC[C@@H]2CC[C@H](CC2)C(=O)OC)C=C1)[N+](=O)[O-]